amino-4,6-dichloro-1,3,5-triazine NC1=NC(=NC(=N1)Cl)Cl